octamethyl (((((1,3-dihydroxy-2-(hydroxymethyl)propan-2-yl)azanediyl)bis(methylene))bis(benzene-5,1,3-triyl))tetrakis(ethane-2,1-diyl))tetrakis(phosphonate) OCC(CO)(CO)N(CC=1C=C(C=C(C1)CCP(OC)(OC)=O)CCP(OC)(OC)=O)CC=1C=C(C=C(C1)CCP(OC)(OC)=O)CCP(OC)(OC)=O